3-(1-((4-methyl-4H-1,2,4-triazol-3-yl)methyl)cyclobutyl)aniline CN1C(=NN=C1)CC1(CCC1)C=1C=C(N)C=CC1